C(CCCCCCC)SC1=NC(=NC(=N1)OC1=CC(=C(C(=C1)C(C)(C)C)O)C(C)(C)C)OC1=CC(=C(C(=C1)C(C)(C)C)O)C(C)(C)C 2-n-octylthio-4,6-bis(4-hydroxy-3,5-di-tert-butylphenoxy)-1,3,5-triazine